CC=1C(=C2C=CN(C2=C(C1)C)S(=O)(=O)C1=CC=C(C)C=C1)CN1N=C2C=CC(=CC2=C1O)C#N 2-((5,7-dimethyl-1-tosyl-1H-indol-4-yl)methyl)-3-hydroxy-2H-indazole-5-carbonitrile